CCC(CCCCC(=O)[O-])C(=O)[O-] Heptane-3,7-dicarboxylate